N-[2-(Methylamino)-2-oxo-ethyl]-N-[(2RS)-2-cyclohexyl-2-phenyl-ethyl]prop-2-ynamide CNC(CN(C(C#C)=O)C[C@@H](C1=CC=CC=C1)C1CCCCC1)=O |r|